2-(((1'-ethyl-[1,4'-bipiperidine]-4-carbonyl)oxy)methyl)propane-1,3-diyl bis(4,4-bis(((Z)-oct-5-en-1-yl)oxy)butanoate) C(CCC\C=C/CC)OC(CCC(=O)OCC(COC(CCC(OCCCC\C=C/CC)OCCCC\C=C/CC)=O)COC(=O)C1CCN(CC1)C1CCN(CC1)CC)OCCCC\C=C/CC